C(C)(C)(C)OC(=O)N[C@H](C(=O)OC(C(C)(C)C)=O)C.C(#N)C=1C=C(C=CC1O)C1=CC=CO1 5-(3-cyano-4-hydroxyphenyl)furan [(2S)-2-(tert-butoxycarbonylamino)propanoyl]2,2-dimethylpropanoate